8-(1-(benzo[d]oxazol-2-yl)-1,1-difluoro-6-methylheptan-3-yl)-1,4-dioxaspiro[4.5]dec-7-ene-7-carboxylate O1C(=NC2=C1C=CC=C2)C(CC(CCC(C)C)C2=C(CC1(OCCO1)CC2)C(=O)[O-])(F)F